9-ethyl-2-(2-morpholin-4-yl-ethoxy)-9H-purin C(C)N1C2=NC(=NC=C2N=C1)OCCN1CCOCC1